[(2S)-8-chloro-2,3-dihydro-2-methyl-4H-1,4-benzoxazin-4-yl][2-methoxy-5-[3-(1-methylethyl)-1H-1,2,4-triazol-1-yl]phenyl]methanone ClC1=CC=CC=2N(C[C@@H](OC21)C)C(=O)C2=C(C=CC(=C2)N2N=C(N=C2)C(C)C)OC